FC=1C=C(C=C(C1)F)C1CC=NN1C(=O)C12CC(C1)(C2)COC2=NC=C(C=C2F)F (5-(3,5-difluorophenyl)-4,5-dihydro-1H-pyrazol-1-yl)(3-(((3,5-difluoropyridin-2-yl)-oxy)methyl)bicyclo[1.1.1]-pentan-1-yl)methanone